1-methylpyrazolidine-3,5-dione CN1NC(CC1=O)=O